2-cyanoethyl-N,N-diisopropylethylamine C(#N)CCC(C)N(C(C)C)C(C)C